NC1=CC=CC=2CCS(C21)(=O)=O 7-amino-2,3-dihydro-1λ6-benzothiophene-1,1-dione